tert-butyl N-[2-[2-(dimethylamino)ethylamino]-2-oxo-ethyl]-N-ethyl-carbamate CN(CCNC(CN(C(OC(C)(C)C)=O)CC)=O)C